C(CCCCCCCCCCCCC)OS(=O)(=O)CCCCCCCC tetradecyloctylsulfonate